C(C1=CC=CC=C1)NC(=O)[C@@]12N(C([C@H]3[C@H]([C@@H]1NC[C@@H]2C3)CCC(=O)OC(C)(C)C)=O)C |o1:10,13,14,15,18| tert-butyl 3-((3S*,3aS*,6R*,7R*,7aS*)-3a-(benzylcarbamoyl)-4-methyl-5-oxooctahydro-1H-3,6-methanopyrrolo[3,2-b]pyridin-7-yl)propanoate